N-((S)-1-(2,4-difluorophenyl)ethyl)-2-(2,4-dioxo-1,4-dihydroquinazolin-3(2H)-yl)-2-(pyridin-3-yl)acetamide FC1=C(C=CC(=C1)F)[C@H](C)NC(C(C=1C=NC=CC1)N1C(NC2=CC=CC=C2C1=O)=O)=O